di-methylvanillin CC1=C(C(=O)C)C=CC(=C1OC)O